4,4,5,5-tetramethyl-2-[2-(oxetan-3-yloxy)phenyl]-1,3,2-dioxaborolane CC1(OB(OC1(C)C)C1=C(C=CC=C1)OC1COC1)C